[(2S,5S)-2,3-dihydro-2,5-methano-1,4-benzoxazepin-4(5H)-yl](4-methoxybicyclo[2.2.1]heptan-1-yl)methanone O1[C@@H]2CN([C@H](C3=C1C=CC=C3)C2)C(=O)C23CCC(CC2)(C3)OC